3-(5-chloro-2-methylphenyl)-3-oxopropanenitrile ClC=1C=CC(=C(C1)C(CC#N)=O)C